isopropyl (6-{[4-(pyrazol-1-yl) benzyl](pyridin-3-ylsulfonyl)aminomethyl}pyridin-2-ylamino)acetate N1(N=CC=C1)C1=CC=C(CC(C2=CC=CC(=N2)NCC(=O)OC(C)C)NS(=O)(=O)C=2C=NC=CC2)C=C1